4-(5-{[(3S,4R)-4-(2,6-difluoro-4-methoxyphenyl)-2-oxopyrrolidin-3-yl]amino}-1,3,4-oxadiazol-2-yl)benzonitrile FC1=C(C(=CC(=C1)OC)F)[C@H]1[C@@H](C(NC1)=O)NC1=NN=C(O1)C1=CC=C(C#N)C=C1